ClC1=CC=C(C=2C=NN(C(C12)=O)C)C(=O)C1CC2(CN(C2)C(=O)OC(C)(C)C)C1 tert-butyl 6-(8-chloro-2-methyl-1-oxo-1,2-dihydrophthalazine-5-carbonyl)-2-azaspiro[3.3]heptane-2-carboxylate